OCCCCP(OCC1=CC=CC=C1)(OCC1=CC=CC=C1)=O dibenzyl (4-hydroxybutyl)phosphonate